tert-butyl 2-({[(tert-butoxy)carbonyl]({3-fluorobicyclo[1.1.1]pentan-1-yl}methyl)amino}methyl)-6-(4,4,5,5-tetramethyl-1,3,2-dioxaborolan-2-yl)-1H-indole-1-carboxylate C(C)(C)(C)OC(=O)N(CC12CC(C1)(C2)F)CC=2N(C1=CC(=CC=C1C2)B2OC(C(O2)(C)C)(C)C)C(=O)OC(C)(C)C